(4-chloro-2-fluorophenyl)-boranediol ClC1=CC(=C(C=C1)B(O)O)F